OS(=O)(=O)C(F)(F)F.S1C=CC2=C1C(OCC2)N(C)C (4,5-dihydro-7H-thieno[2,3-c]pyran-7-yl)-N-methyl-methylamine triflate